NC1=C(C(=O)NC23CCC(CC2)(CC3)O)C=C(C=N1)C1=CC=C(C=C1)C13CN(CC3C1)C1COC1 2-amino-N-(4-hydroxybicyclo[2.2.2]oct-1-yl)-5-(4-(3-(oxetan-3-yl)-3-azabicyclo[3.1.0]hex-1-yl)phenyl)nicotinamide